ClC1=NC(=NC=C1C(F)(F)F)N[C@@H]1C[C@H](CC1)NC([O-])=O N-[(1S,3S)-3-{[4-chloro-5-(trifluoromethyl)pyrimidine-2-yl]amino}cyclopentyl]carbamate